2-(2-(cyclopropanesulfonylamino)thiazol-4-yl)-2-methyl-N-(4-(6-methylpyridin-3-yl)phenyl)propanamide C1(CC1)S(=O)(=O)NC=1SC=C(N1)C(C(=O)NC1=CC=C(C=C1)C=1C=NC(=CC1)C)(C)C